C(C)(C)OC=1C=C(C=CC1)C1CCN(CC1)C(=O)C1CC2(C1)NC(OC2)=O (2s,4s)-2-(4-(3-isopropoxyphenyl)piperidine-1-carbonyl)-7-oxa-5-azaspiro[3.4]Octane-6-one